FC(C1=CC=C(C=C1)C=CC(=O)ON=CC1=C(C=CC=C1)Br)(F)F 2-bromobenzaldehyde-O-(3-(4-trifluoromethylphenyl)acryloyl) oxime